phenyl-3-bromophenylsulfonate C1(=CC=CC=C1)C1=C(C=CC=C1Br)S(=O)(=O)[O-]